C(CCCCCCCCC)N(CCCCCCC(C(=O)[O-])(C(=O)[O-])C)C1CCC(CC1)CO 2-(6-(decyl((1s,4s)-4-(hydroxymethyl)cyclohexyl)amino)hexyl)-2-methylmalonate